CC1=NNC2=CN=C(C=C21)C=2C=C(C=NC2)NC(C=C)=O N-(5-{3-methyl-1H-pyrazolo[3,4-c]pyridin-5-yl}pyridin-3-yl)prop-2-enamide